6-(tert-butyl)-2-oxo-10-propoxy-6,7-dihydro-2H-pyrido[2',1':3,4]pyrazino[1,2-b]indazole-3-carboxylic acid C(C)(C)(C)C1N2C(C=3N(N=C4C(=CC=CC34)OCCC)C1)=CC(C(=C2)C(=O)O)=O